C(C)(=O)C1=C(SC=C1)CCC(=O)SC(CCC=1SC=CC1C(C)=O)=O 3-acetyl-thiolpropionic acid, thioanhydride